2-methyl-(4'-methylthiophenyl)-2-morpholino-1-propanone CC(C(=O)C=1SC=C(C1)C)(C)N1CCOCC1